2-((1S,2S)-2-hydroxycyclopentyl)-6-(4-methoxybenzyl)-4,5-dimethylisoindolin-1-one O[C@@H]1[C@H](CCC1)N1C(C2=CC(=C(C(=C2C1)C)C)CC1=CC=C(C=C1)OC)=O